2-methoxy-5-(trimethylstannyl)pyrazine COC1=NC=C(N=C1)[Sn](C)(C)C